FC=1C=CC=C2C(CCOC12)=O 8-fluorochroman-4-one